di-tert-butyl(4-dimethylaminophenyl)phosphine 3-(((3-(dimethylamino)propoxy)carbonyl)oxy)pentadecyl-7-hexyltridec-6-enoate CN(CCCOC(=O)OC(CCOC(CCCCC=C(CCCCCC)CCCCCC)=O)CCCCCCCCCCCC)C.C(C)(C)(C)P(C1=CC=C(C=C1)N(C)C)C(C)(C)C